CC(=O)CC(C)(C)O hydroxy-4-methyl-2-pentanone